C1(=CC=CC=C1)C1=NC(=NC(=N1)C1=CC=CC=C1)C=1C=C(C=CC1)C1=CC(=CC=C1)C1=CC(=CC=C1)C1=NC(=C(N=C1C1=CC=CC=C1)C1=CC=CC=C1)C1=CC=CC=C1 2,4-diphenyl-6-(3''-(3,5,6-triphenyl-pyrazin-2-yl)-[1,1':3',1''-terphenyl]-3-yl)-1,3,5-triazine